N-Bromosuccinimid BrN1C(CCC1=O)=O